[C-]1(C=CC=C1)CCCC(=O)Cl.[CH-]1C=CC=C1.[Fe+2] ferrocenyl-butyryl chloride